5-iodo-N-(4-(methylsulfonyl)phenyl)-2,6-naphthyridin-3-amine IC1=C2C=C(N=CC2=CC=N1)NC1=CC=C(C=C1)S(=O)(=O)C